C(C1=CC=CC=C1)(=O)O[C@@H](C(=O)O)[C@H](C(=O)O)OC(C1=CC=CC=C1)=O (2R,3R)-2,3-bis(benzoyloxy)butanedioic acid